1-(4-(5-chloro-7-fluoro-6-(2-fluoro-6-hydroxyphenyl)-2,1-benzothiazol-3-yl)-3-(difluoromethyl)-1-piperazinyl)-2-propen-1-one ClC=1C(=C(C=2C(=C(SN2)N2C(CN(CC2)C(C=C)=O)C(F)F)C1)F)C1=C(C=CC=C1O)F